SCCC[Si](OC)(OC)OC γ-mercapto-propyltrimethoxysilane